4,5-Dimethylisoxazole CC=1C=NOC1C